5-cyclopropyl-3-(2,6-dichlorophenyl)-4-(((3,3-difluoropiperidin-4-yl)oxy)methyl)isoxazole C1(CC1)C1=C(C(=NO1)C1=C(C=CC=C1Cl)Cl)COC1C(CNCC1)(F)F